N-(2-(4-((R)-4-cyclopropyl-3-methylpiperazin-1-yl)piperidin-1-yl)-5-((6-((R)-3-(3,5-difluorophenyl)isooxazolidin-2-yl)pyrimidin-4-yl)amino)-6-methoxypyridin-3-yl)acrylamide C1(CC1)N1[C@@H](CN(CC1)C1CCN(CC1)C1=NC(=C(C=C1NC(C=C)=O)NC1=NC=NC(=C1)N1OCC[C@@H]1C1=CC(=CC(=C1)F)F)OC)C